ClC=1C=C(C=C(C1)NS(=O)(=O)C)NC(=O)C1=CN(C(=C1)C1=NC=CC=C1C)C N-(3-chloro-5-(methylsulfonamido)phenyl)-1-methyl-5-(3-methylpyridin-2-yl)-1H-pyrrole-3-carboxamide